CC1=CC=C(C=C1)S(=O)(=O)N1C=CC=2C1=NC=C1C2N(C=N1)N[C@@H](CN)CC (R)-N2-(6-p-toluenesulfonyl-imidazo[4,5-d]pyrrolo[2,3-b]pyridine-1(6H)-yl)butane-1,2-diamine